FC(OC=1C=C(C=CC1)N1C(NC2=C1C=CC(=C2)C(=O)NC2(CCS(CC2)(=O)=O)C)=O)F 1-(3-(difluoromethoxy)phenyl)-N-(4-methyl-1,1-dioxidotetrahydro-2H-thiopyran-4-yl)-2-oxo-2,3-dihydro-1H-benzo[d]imidazole-5-carboxamide